CC(=CC=C)CCC=C(CCC=C(C)C)C 4,8,12-trimethyl-tridec-1,3,7,11-tetraene